ClC1=CC=C(C=C1)C1=CC=2C(=NC=C3C=C/C(/N(C23)C2=CC=C(C(=O)NC3CC3)C=C2)=N/C(CC)=O)C=C1 (Z)-4-(9-(4-chlorophenyl)-2-(propionylimino)benzo[H][1,6]naphthyridin-1(2H)-yl)-N-cyclopropylbenzamide